ClC=1C=CC2=C(N(C3=C(N(C2=O)CCOC2OCCCC2)C=CC=C3)CCCCN(C(=O)OC(C)(C)C)C(=O)OC(C)(C)C)C1 di-tert-Butyl {4-[3-chloro-10-[2-(tetrahydro-2H-pyran-2-yloxy)ethyl]-11-oxo-10,11-dihydro-5H-dibenzo[b,e][1,4]diazepin-5-yl]butyl}imidodicarbonate